FC1=C(C(=O)N[C@H](C(=O)OC)CC2=C3CCCOC3=C(C=C2)C=2C(N(C3=CC=C(C=C3C2C)F)C)=O)C(=CC(=C1)N1[C@H](COCC1)C(F)(F)F)F methyl (S)-2-(2,6-difluoro-4-((R)-3-(trifluoromethyl)morpholino) benzamido)-3-(8-(6-fluoro-1,4-dimethyl-2-oxo-1,2-dihydroquinolin-3-yl)chroman-5-yl)propanoate